ClC1=C(C=CC=C1)/N=N/C1=CC=C(C=2C=CC=C(C12)O)O (E)-4-((2-chlorophenyl)diazenyl)naphthalene-1,5-diol